O=C1NC2=CC=C(C=3C2=C1C=CC3)OCC#C 2-oxo-6-(prop-2-yn-1-yloxy)benzo[cd]indol